S(=O)(=O)(O)O.COC1=CC(=CC=C1O)\C=C\C(=O)CC(=O)\C=C\C1=CC=C(O)C(OC)=C1 curcumin sulfate